5-bromo-2-[3-(difluoromethoxy)phenoxy]pyrimidine copper aluminum beryllium zirconium [Zr].[Be].[Al].[Cu].BrC=1C=NC(=NC1)OC1=CC(=CC=C1)OC(F)F